2-ethylhexyl laurate 2-ethylhexyl-isostearate C(C)C(COC(CCCCCCCCCCCCCCC(C)C)=O)CCCC.C(CCCCCCCCCCC)(=O)OCC(CCCC)CC